FC1=C(\C=C\2/C(NC3=CC=C(C=C23)F)=O)C=CC(=C1)F (Z)-3-(2,4-difluorobenzylidene)-5-fluoroindolin-2-one